2-[(E)-3-(4-Cyanophenyl)prop-2-enoyl]benzoic acid C(#N)C1=CC=C(C=C1)/C=C/C(=O)C1=C(C(=O)O)C=CC=C1